O1C(=CC=C1)C=1C=NC=C(C1)SC1=CC=CC=C1 3-(2-furyl)-5-phenylsulfanylpyridine